BrCC(C1=CC(=CC(=C1)F)F)C(=O)C(CBr)C1=CC(=CC(=C1)F)F 2-bromo-1-(3,5-difluorophenyl)ethyl ketone